O1CCC=2C1=NC(=CC2)C(C)O (-)-1-(2,3-dihydrofuro[2,3-b]pyridin-6-yl)ethanol